(S)-2-((2-(6-Oxo-2,7-dioxa-5-azaspiro[3.4]octan-5-yl)-5,6-dihydrobenzo[f]imidazo[1,2-d][1,4]oxazepin-9-yl)amino)propanamide O=C1N(C2(COC2)CO1)C=1N=C2N(CCOC3=C2C=CC(=C3)N[C@H](C(=O)N)C)C1